N-((3-chlorophenyl)(cyclopentyl)methyl)-4-(trifluoromethoxy)benzenesulfonamide ClC=1C=C(C=CC1)C(NS(=O)(=O)C1=CC=C(C=C1)OC(F)(F)F)C1CCCC1